Cl.ClC=1C=CC(=C(CNC2CC(C2)N)C1)OCC (1r,3r)-N1-(5-chloro-2-ethoxybenzyl)cyclobutane-1,3-diamine hydrochloride